FC1=C(C=C(C=C1)NC(=O)C=1N(C=C2C1SC[C@H]1[C@@H](NS2(=O)=O)CN(C1)C(=O)OCC)C)C Ethyl (3aR,10aR)-8-((4-fluoro-3-methylphenyl)carbamoyl)-7-methyl-3a,4,10,10a-tetrahydro-1H,7H-dipyrrolo[3,4-c:3',4'-g][1,6,2]dithiazocine-2(3H)-carboxylate 5,5-dioxide